FC(C1=NN=C2N1C=C(N=C2)C=2C=NC(=CC2)OC2C(C(C2)(F)F)(F)F)(OC)F 3-(difluoro(methoxy)methyl)-6-(6-(2,2,3,3-tetrafluorocyclobutoxy)pyridin-3-yl)-[1,2,4]triazolo[4,3-a]pyrazine